2-(indolin-1-ylmethyl)-6-isopropoxy-3H-quinazolin-4-one N1(CCC2=CC=CC=C12)CC1=NC2=CC=C(C=C2C(N1)=O)OC(C)C